C(C)(C)(C)OC(=O)N1C[C@]([C@H](C1)SC1=CC=C(C=C1)Cl)(CO)O (3R,4S)-4-((4-chlorophenyl)thio)-3-hydroxy-3-(hydroxymethyl)pyrrolidine-1-carboxylic acid tert-butyl ester